4,4'-dichlorostilbene ClC1=CC=C(C=C1)C=CC1=CC=C(C=C1)Cl